3-(1-benzyl-5-(3,5-dimethylisoxazol-4-yl)-1H-pyrrolo[2,3-b]pyridin-3-yl)propiolic acid C(C1=CC=CC=C1)N1C=C(C=2C1=NC=C(C2)C=2C(=NOC2C)C)C#CC(=O)O